4-hydroxy-N-(pyridin-3-yl)-3-{5-[4-(trifluoromethoxy)phenyl]-1H,2H,3H,4H,5H,6H-pyrrolo[3,4-c]pyrrol-2-yl}butanamide OCC(CC(=O)NC=1C=NC=CC1)N1CC=2CN(CC2C1)C1=CC=C(C=C1)OC(F)(F)F